C1(CC1)C1=NC=NC(=C1C=1N=C(C2=C(N1)N=CC=C2)OCC=2C=NC(=C(C2)F)C=2N(C=C(N2)C(F)(F)F)C2CC2)OC(F)F 2-[4-cyclopropyl-6-(difluoromethoxy)pyrimidin-5-yl]-4-[[6-[1-cyclopropyl-4-(trifluoromethyl)imidazol-2-yl]-5-fluoro-3-pyridyl]methoxy]pyrido[2,3-d]pyrimidine